[C@H]12COC[C@H](CC(C1)C1=C(C3=C(N=NC(=C3)C3=C(C=CC=C3)O)N1)CC1OCCC1)N2 2-(6-((1R,5S)-3-oxa-9-azabicyclo[3.3.1]nonan-7-yl)-5-((tetrahydrofuran-2-yl)methyl)-7H-pyrrolo[2,3-c]pyridazin-3-yl)phenol